Chloropropene carbonate CC1=C(OC(=O)O1)Cl